N,N,N-triethyl-N-(2-ethoxyethyl)ammonium bicarbonate C([O-])(O)=O.C(C)[N+](CCOCC)(CC)CC